C(CCCCC)N1C(N(C(C(C1=O)C=CC=C1C(N(C(N(C1=O)CCCCCC)=S)CCCCCC)=O)=O)CCCCCC)=S 5-[3-(1,3-dihexylhexahydro-4,6-dioxo-2-thioxo-5-pyrimidinyl)-2-propen-1-ylidene]-1,3-dihexyldihydro-2-thioxo-4,6(1H,5H)-pyrimidinedione